bismuth oxide, chloride salt [Cl-].[Bi+]=O